COC(C1=C(C=C(C=C1\C=C\C1=CC(=CC=C1)O[Si](C)(C)C(C)(C)C)OC)O)=O (E)-2-hydroxy-4-methoxy-6-[3-(tert-butyldimethylsilyloxy)styryl]benzoic acid methyl ester